C(#N)[C@H]1N([C@H]2C[C@H]2C1)C(CC1=NC2=CC=C(C=C2C(=C1)C(=O)N)COC(F)(F)F)=O (2-((1S,3S,5S)-3-cyano-2-azabicyclo[3.1.0]hex-2-yl)-2-oxoethyl)-6-((trifluoromethoxy)methyl)quinoline-4-carboxamide